C(C)OC(/C=C/C1CC12CCN(CC2)C(=O)OC(C)(C)C)=O tert-butyl (E)-1-(3-ethoxy-3-oxoprop-1-en-1-yl)-6-azaspiro[2.5]octane-6-carboxylate